p-tolyl-n-butylaluminum chloride C1(=CC=C(C=C1)[Al](CCCC)Cl)C